2-(hydroxymethyl)-2-(methoxymethyl)quinuclidin-3-one alpha-methylbenzyl-acetate CC(C(=O)O)CC1=CC=CC=C1.OCC1(N2CCC(C1=O)CC2)COC